O=C1NC(CCC1N1C(C2=CC=C(C=C2C1)CN1CCN(CC1)CC1=C(C=C(C=C1)NC(C1=CC(=C(C=C1)C)C#CC1=CN=C2N1N=CC=C2)=O)C(F)(F)F)=O)=O N-(4-((4-((2-(2,6-dioxopiperidin-3-yl)-1-oxoisoindolin-5-yl)methyl)piperazin-1-yl)methyl)-3-(trifluoromethyl)phenyl)-3-(imidazo[1,2-b]pyridazin-3-ylethynyl)-4-methylbenzamide